4-(3-trifluoromethylbenzyl)piperazineamide FC(C=1C=C(CN2CCN(CC2)C(=O)N)C=CC1)(F)F